N-((6-(2,6-dichloro-3,5-dimethoxyphenyl)-8-oxo-5,8-dihydropyrido[3,2-d]pyrimidin-2-yl)methyl)acrylamide ClC1=C(C(=C(C=C1OC)OC)Cl)C1=CC(C=2N=C(N=CC2N1)CNC(C=C)=O)=O